[OH-].[Al+3].C(C1=C(C(=CC(=C1)C(C)(C)C)C(C)(C)C)OP(O)(O)=O)C1=C(C(=CC(=C1)C(C)(C)C)C(C)(C)C)OP(O)(O)=O.[OH-].[OH-] 2,2'-methylene-bis(4,6-di-tert-butylphenyl-phosphoric acid) aluminum hydroxide